FC(F)(F)CC trifluoromethylethane